isobutyl-diphenyl-phosphorus oxide C(C(C)C)P(C1=CC=CC=C1)(C1=CC=CC=C1)=O